2-(5-Methyl-6-(piperidin-4-yl)-6,7,8,9-tetrahydro-5H-pyrido[3',4':4,5]pyrrolo[2,3-c]pyridazin-3-yl)phenol CC1N(CCC2=C1C1=C(N=NC(=C1)C1=C(C=CC=C1)O)N2)C2CCNCC2